N-(2-Dimethylaminoethyl)-1,4-bis(amino-methyl)benzol CN(CCNCC1=CC=C(C=C1)CN)C